[N+](=[N-])=C1C(C(C2=CC=CC=C2C1=O)=O)S(=O)(=O)[O-] DIAZONAPHTHOQUINONESULFONATE